F[B-](F)(F)F.C(CCCCCCCCCCCCCCC)N1C(N(C=C1)C)C 1-hexadecyl-2,3-dimethyl-imidazole tetrafluoroborate